9-allyl-2-chloro-6-iodo-9H-purine C(C=C)N1C2=NC(=NC(=C2N=C1)I)Cl